ethylene glycol bis(3,4-epoxycyclohexane-carboxylate) C1(CC2C(CC1)O2)C(=O)OCCOC(=O)C2CC1C(CC2)O1